ClC=1SC=C(C1NC(OC(C)(C)C)=O)CO tert-butyl (2-chloro-4-(hydroxymethyl)thiophen-3-yl)carbamate